2-(2-(((5-chloro-2-(1H-tetrazol-1-yl) phenyl) amino)-2-oxoacetylamino)-3-phenylpropionamido) benzo[b]furan-2-carboxylate O1C2=C(C=C1C(=O)ONC(C(CC1=CC=CC=C1)N(C(C=O)=O)NC1=C(C=CC(=C1)Cl)N1N=NN=C1)=O)C=CC=C2